C1(=CC=CC=C1)O[P@@](=O)(N[C@H](C)C1OCCCCO1)CO[C@H](CN1C2=NC=NC(=C2N=C1)N)C.C(C)C=1C(=NOC1)C1=C(C=CC=C1)F Ethyl-3-(2-fluorophenyl)isoxazole phenyl-(R)-N-((R)-1-(1,3-dioxepan-2-yl)ethyl)-P-((((S)-1-(6-amino-9H-purin-9-yl)propan-2-yl)oxy)methyl)phosphonamidate